(S)-pyrrolopyrimidine N1C=NC=C2C1=CC=N2